(1-fluorocyclopropyl)methyl (trans-4-((4-(4-chloro-1H-pyrazol-3-yl)-5-(trifluoromethyl)pyrimidin-2-yl)amino)cyclohexyl)(5-(1-methyl-1H-pyrazol-4-yl)pyrazin-2-yl)carbamate ClC=1C(=NNC1)C1=NC(=NC=C1C(F)(F)F)N[C@@H]1CC[C@H](CC1)N(C(OCC1(CC1)F)=O)C1=NC=C(N=C1)C=1C=NN(C1)C